O=C(CCC1NC(NC1)=O)N1CC2(C1)CC(C2)CC=2C=NC(=CC2)C(F)(F)F 4-[3-Oxo-3-[6-[[6-(trifluoromethyl)-3-pyridyl]methyl]-2-azaspiro[3.3]heptan-2-yl]propyl]imidazolidin-2-one